3-[(cyclobutylamino)methyl]-1-({3,4-difluoro-2-[(2-fluoro-4-iodophenyl)amino]phenyl}carbonyl)azetidin-3-ol C1(CCC1)NCC1(CN(C1)C(=O)C1=C(C(=C(C=C1)F)F)NC1=C(C=C(C=C1)I)F)O